NC1=NC(=NC=C1OC)C=1C=C2C=CN(C(C2=C(C1F)F)=O)CCC[C@H](C)NC=1C=NNC(C1C(F)(F)F)=O 6-(4-amino-5-methoxypyrimidin-2-yl)-7,8-difluoro-2-[(4S)-4-[[6-oxo-5-(trifluoromethyl)-1H-pyridazin-4-yl]amino]pentyl]isoquinolin-1-one